ClCC(\C(\C(=O)OCC)=N/O)=O ethyl (2E)-4-chloro-2-(hydroxyimino)-3-oxobutyrate